2-(2-Aminoethoxyl)ethanol NCCOCCO